C(C)OC(=O)C1=C(C2=C(N(C(N(C2=O)CC(=O)O)=O)CC=2C=C3C=CNC3=CC2)S1)C 2-[6-(ethoxycarbonyl)-1-(1H-indol-5-ylmethyl)-5-methyl-2,4-dioxo-1H,2H,3H,4H-thieno[2,3-d]pyrimidin-3-yl]acetic acid